8-(2,6-difluorophenyl)-13-[4-(2-fluoropropyl)piperazin-1-yl]-5,11-dimethyl-3,4,7,9,12-pentazatricyclo[8.4.0.02,6]tetradeca-1(10),2(6),4,7,11,13-hexaene FC1=C(C(=CC=C1)F)C1=NC=2C(=NNC2C=2C=C(N=C(C2N1)C)N1CCN(CC1)CC(C)F)C